2-(4-methylthiazol-5-yl)ethyl nitrate maleate salt C(\C=C/C(=O)O)(=O)O.[N+](=O)(OCCC1=C(N=CS1)C)[O-]